OCCN1CCN(CC1)CCS(=O)(=O)O 4-(2-Hydroxyethyl)-piperazine-1-ethanesulfonic acid